2-(2,2-difluoroethoxy)3,6-difluoro-5-nitro-pyridine FC(COC1=NC(=C(C=C1F)[N+](=O)[O-])F)F